FC1(C2=CC=CC=C2C=2C=C(C=CC12)C(=O)NCC(=O)N1[C@H]2C[C@]2(C[C@H]1C(=O)OCC)COS(=O)(=O)C)F ethyl (1S,3S,5R)-2-((9,9-difluoro-9H-fluorene-3-carbonyl)glycyl)-5-(((methylsulfonyl) oxy)methyl)-2-azabicyclo[3.1.0]hexane-3-carboxylate